4-chloro-6-methyl-2-(pyridin-4-yl)pyrimidine ClC1=NC(=NC(=C1)C)C1=CC=NC=C1